3-((3,5-Dimethoxyphenyl)ethynyl)-1-(2-(N-methacryloylamino)ethyl)-1H-pyrazole-4-carboxamide COC=1C=C(C=C(C1)OC)C#CC1=NN(C=C1C(=O)N)CCNC(C(=C)C)=O